FC(=C1CCN(CC1)C1=C(C=C2C(=N1)COCC2N(C(OC(C)(C)C)=O)C)C=O)F tert-butyl N-[2-[4-(difluoromethylene)-1-piperidinyl]-3-formyl-6,8-dihydro-5H-pyrano[3,4-B]pyridin-5-yl]-N-methylcarbamate